NC1=C2C(NC(=N1)Cl)=NC=C2C2=NN(C=C2)C 4-amino-2-chloro-5-(1-methylpyrazol-3-yl)pyrrolo[2,3-d]pyrimidin